C1(=CC=C(C=C1)N(N)O)C N-(p-tolyl)hydrazinol